(S)-2-(1-acryloyl-4-(8-fluoro-2-((tetrahydro-1H-pyrrolizin-7a(5H)-yl)methoxy)-7-(5,6,7,8-tetrahydroisoquinolin-4-yl)pyridino[4,3-d]pyrimidin-4-yl)piperazin-2-yl)acetonitrile C(C=C)(=O)N1[C@H](CN(CC1)C=1C2=C(N=C(N1)OCC13CCCN3CCC1)C(=C(N=C2)C2=CN=CC=1CCCCC21)F)CC#N